C(C=C)(=O)NCC(=O)O 2-(prop-2-enoylamino)acetic acid